(2s,4s)-4-(((1s,4r)-4-methylcyclohexyl)amino)pyrrolidine-1,2-dicarboxylic acid 1-(tert-butyl) ester 2-methyl ester COC(=O)[C@H]1N(C[C@H](C1)NC1CCC(CC1)C)C(=O)OC(C)(C)C